BrC=1C=C2C(=NC1)N(N=C2)[Si](C(C)C)(C(C)C)C(C)C (5-bromopyrazolo[3,4-b]pyridin-1-yl)-triisopropyl-silane